tert-butyl ((7-(dimethoxymethyl)-1,2,3,4-tetrahydro-2,4-methylene-1,8-naphthyridin-4-yl)amino) bisformate C(=O)OC(C)(C)C.C(=O)ONC12CC(NC3=NC(=CC=C13)C(OC)OC)C2